methyl 1-[6-(methylamino)-5-(1-methyl-1H-1,2,3-triazol-5-yl)-3-pyridyl]-6-oxo-1,6-dihydropyridazine-3-carboxylate CNC1=C(C=C(C=N1)N1N=C(C=CC1=O)C(=O)OC)C1=CN=NN1C